CC=1NC2=C(C=CC(=C2C1C)N1C[C@@H](CC1)NS(=O)(=O)C=C)C(=O)N (R)-2,3-dimethyl-4-(3-(vinylsulfonylamino)pyrrolidin-1-yl)-1H-indole-7-carboxamide